O1OOOOC=C1 pentoxepine